C(CCC)C1=NC2=C(N1CCCC1=CC=CC=C1)C=C(C=C2)OC butyl-6-methoxy-1-(3-phenylpropyl)-1H-benzo[d]Imidazole